2-(3,5-Dichloro-4-((5-(2-fluoropropane-2-yl)-6-oxo-1,6-dihydropyridazin-3-yl)oxy)phenyl)-6-(fluoromethyl)-1,2,4-triazine-3,5(2h,4h)-dione ClC=1C=C(C=C(C1OC1=NNC(C(=C1)C(C)(C)F)=O)Cl)N1N=C(C(NC1=O)=O)CF